N1(C(CNCC1)C(=O)OC)C(=O)OC(C)(C)C 1-tert-butyl 2-methyl piperazine-1,2-dicarboxylate